5-(5-methyl-piperidin-3-yl)-quinoline-8-carbonitrile dihydrochloride Cl.Cl.CC1CC(CNC1)C1=C2C=CC=NC2=C(C=C1)C#N